NC1=C(C=NC=C1)C(F)(F)F 4-amino-3-(trifluoromethyl)pyridine